3-hydroxy-16-methylhexadecane OC(CC)CCCCCCCCCCCCCC